2,4,6-trimethylbenzoyl-diphenyloxyphosphine CC1=C(C(=O)P(OC2=CC=CC=C2)OC2=CC=CC=C2)C(=CC(=C1)C)C